N-tert-butoxycarbonyl-3,4,5,6-tetra(carbazole-9-yl)phthalimide C(C)(C)(C)OC(=O)N1C(C=2C(C1=O)=C(C(=C(C2N2C1=CC=CC=C1C=1C=CC=CC21)N2C1=CC=CC=C1C=1C=CC=CC21)N2C1=CC=CC=C1C=1C=CC=CC21)N2C1=CC=CC=C1C=1C=CC=CC21)=O